4-(bromomethyl)-5-fluoro-2-methylpyridine BrCC1=CC(=NC=C1F)C